4-chloro-6-methoxy-N-(4-(trifluoromethoxy)phenyl)isoquinolin-1-amine ClC1=CN=C(C2=CC=C(C=C12)OC)NC1=CC=C(C=C1)OC(F)(F)F